O[C@H]1[C@@H]([C@@H]2[C@@H](OC[C@@H](CC2)C2=CC=C(C(=O)O)C=C2)C1)\C=C\[C@H](COC1=CC=CC=C1)O 4-{(3S,5aR,6R,7R,8aS)-7-hydroxy-6-[(1E,3R)-3-hydroxy-4-phenoxy-1-buten-1-yl]octahydro-2H-cyclopenta[b]oxepin-3-yl}benzoic acid